(2R)-2-[5-(2-cyclopropylphenyl)-1,2,4-oxadiazol-3-yl]-1,1-difluoro-6-azaspiro[2.5]octane-6-sulfonamide C1(CC1)C1=C(C=CC=C1)C1=NC(=NO1)[C@@H]1C(C12CCN(CC2)S(=O)(=O)N)(F)F